OC[C@H](C1=CC=CC=C1)NC1=NC(=NC=C1C1=NNC(=N1)C)NC1=CC(=C(C(=O)N)C=C1)C 4-[[4-[[(1S)-2-hydroxy-1-phenyl-ethyl]amino]-5-(5-methyl-1H-1,2,4-triazol-3-yl)pyrimidin-2-yl]amino]-2-methyl-benzamide